2-(4-(6-isopropyl-5-(1,4,5-trimethyl-6-oxo-1,6-dihydropyridin-3-yl)-4H-pyrrolo[3,2-d]thiazol-2-yl)piperidin-1-yl)-N,N-dimethylacetamide C(C)(C)C1=C(NC2=C1N=C(S2)C2CCN(CC2)CC(=O)N(C)C)C2=CN(C(C(=C2C)C)=O)C